C1(CCCCC1)N(CC)CCC=O 1-(N-cyclohexyl-N-ethylamino)-3-propanone